COC(C1=C(C(=C(C=C1)C1CCC1)C(N)=O)C)=O carbamoyl-4-cyclobutyl-2-methylbenzoic acid methyl ester